2-(8-fluoro-2-methyl-imidazo[1,2-a]pyridin-6-yl)-4-methyl-pyrimidine-5-carboxylic acid FC=1C=2N(C=C(C1)C1=NC=C(C(=N1)C)C(=O)O)C=C(N2)C